C1=CC=C(C(=C1)C(=O)C[N+](=O)[O-])OC(F)(F)F The molecule is ethanone substituted at C-1 by a (2-trifluoromethoxyphenyl group and at C-2 by a nitro group. It is a C-nitro compound and an organofluorine compound.